Dimethyl 7-bromo-1H-indole-2,3-dicarboxylate BrC=1C=CC=C2C(=C(NC12)C(=O)OC)C(=O)OC